C(C)(C)C1=CC=C(C=C1)CO (4-Isopropylphenyl)-methanol